Alpha-Methyl-l-Phenylalanine C[C@](N)(CC1=CC=CC=C1)C(=O)O